FC1=C2C(=NN(C2=CC(=C1)C(C)(C)O)C)NC=1C=NN(C1C(C)OC)C 2-(4-fluoro-3-{[5-(1-methoxyethyl)-1-methyl-1H-pyrazol-4-yl]amino}-1-methyl-1H-indazol-6-yl)propan-2-ol